NC(C(=O)O)CCCC(C(=O)O)=C 2-amino-6-methylene-pimelic acid